2-{6-[Methyl(piperidin-4-yl)amino][1,3]thiazolo[4,5-c]pyridazin-3-yl}-5-(1H-pyrazol-4-yl)phenol-Hydrochlorid Cl.CN(C=1SC2=C(N=NC(=C2)C2=C(C=C(C=C2)C=2C=NNC2)O)N1)C1CCNCC1